C(\C=C/C(=O)O)(=O)O.CN(C1CCN(CC1)C1=C(C=C(C(=C1)OC)NC1=NC=C(C(=N1)C=1C=NN(C1)C)F)NC(C=C)=O)C N-(2-(4-(dimethylamino)piperidin-1-yl)-5-(5-fluoro-4-(1-methyl-1H-pyrazol-4-yl)pyrimidin-2-ylamino)-4-methoxyphenyl)acrylamide maleate